4-(cyclohexyloxy)-2-(4-fluorophenylvinyl)-6-hydroxybenzoate C1(CCCCC1)OC1=CC(=C(C(=O)[O-])C(=C1)O)C=CC1=CC=C(C=C1)F